N-(2-(furo[3,2-c]pyridin-4-yl)propan-2-yl)-2-(1-methyl-pyrrolidin-2-yl)acetamide O1C=CC=2C(=NC=CC21)C(C)(C)NC(CC2N(CCC2)C)=O